(R)-3-(3-(2-((6-(3-(2-ethoxyphenoxy)piperidin-1-yl)pyrazin-2-yl)amino)pyridin-4-yl)phenyl)-2,2-dimethylpropanoic acid C(C)OC1=C(O[C@H]2CN(CCC2)C2=CN=CC(=N2)NC2=NC=CC(=C2)C=2C=C(C=CC2)CC(C(=O)O)(C)C)C=CC=C1